FC1=CC=C(C=C1)C(=C)C=1C=NC(=NC1)N1CCNCC1 5-(1-(4-fluorophenyl)vinyl)-2-(piperazin-1-yl)pyrimidine